C1=C(C=C(C=2C=3C(=CC(=CC3NC12)[2H])[2H])[2H])[2H] 9H-carbazole-2,4,5,7-d4